(1R)-3-(hydroxymethyl)cyclopentan OCC1CCCC1